C1(CC1)N(C(=O)C1=CC2=C(NC=N2)C=C1)C N-cyclopropyl-N-methyl-1H-benzo[d]imidazole-5-carboxamide